ClC=1C(=C(C=CC1)NC=1C2=C(N=CN1)C=CC(=N2)[C@H]2CNCCC2)F (R)-N-(3-chloro-2-fluorophenyl)-6-(piperidin-3-yl)pyrido[3,2-d]pyrimidin-4-amine